C(#N)C1=C(C=CC=C1C)C=1CCCC2=C(C1C1=CC=C(C=C1)CC1CN(C1)CCCF)C=CC(=C2)C(=O)O 8-(2-cyano-3-methylphenyl)-9-(4-((1-(3-fluoropropyl)azetidin-3-yl)methyl)phenyl)-6,7-dihydro-5H-benzo[7]annulene-3-carboxylic acid